O-(5-(((tert-butyldimethylsilyl) oxy) methyl)-1,4-dioxan-2-yl) S-methyldithiocarbonate C[SH-]C(OC1OCC(OC1)CO[Si](C)(C)C(C)(C)C)=S